N-(3-((2,3-dihydro-1H-inden-2-yl)(4-methoxybenzyl)amino)-2-hydroxypropyl)-6-(trifluoromethyl)imidazo[1,2-a]pyridine-2-carboxamide C1C(CC2=CC=CC=C12)N(CC(CNC(=O)C=1N=C2N(C=C(C=C2)C(F)(F)F)C1)O)CC1=CC=C(C=C1)OC